1-fluoro-3,3-diphenylpropane FCCC(C1=CC=CC=C1)C1=CC=CC=C1